N-(2-chloro-4-methyl-5-(7-(methylamino)-1,6-naphthyridin-3-yl)phenyl)-4-(2-cyanopropan-2-yl)picolinamide ClC1=C(C=C(C(=C1)C)C=1C=NC2=CC(=NC=C2C1)NC)NC(C1=NC=CC(=C1)C(C)(C)C#N)=O